diisoPropyl-ethylamine C(C)(C)N(CC)C(C)C